NC1=CC=C2CNC(C2=C1)=O 6-amino-2,3-dihydro-isoindol-1-one